bis[2,4-di(1-phenylisopropyl)phenyl]pentaerythritol diphosphite OP(O)OP(O)O.C1(=CC=CC=C1)C(C)(C)C1=C(C=CC(=C1)C(C)(C)C1=CC=CC=C1)C(O)(C(CO)(CO)CO)C1=C(C=C(C=C1)C(C)(C)C1=CC=CC=C1)C(C)(C)C1=CC=CC=C1